OC1=C(C(=O)NC=2C=C3C(=NC2)N(N=C3)C)C=C(C(=C1)O)C(C)C 2,4-dihydroxy-5-isopropyl-N-(1-methyl-1H-pyrazolo[3,4-b]pyridin-5-yl)benzamide